BrCC1=C(C=CC=C1)\C(\C(=O)OC)=N/OC methyl (E)-2-bromomethyl-alpha-methoxyiminophenylacetate